NC(NCCC(=O)O)=NSC(C(=O)O)C [{amino[(2-carboxy-ethyl)aminomethylidene]amino}sulfanyl]-propanoic acid